4-(Hydroxyethoxy)-1,3-phenylenediamine hydrochloride Cl.OCCOC1=C(C=C(C=C1)N)N